FC=1C(=C(C=CC1)C(=O)N1[C@@H]2[C@@H](C[C@H](C1)C2)OC2=NC=C(C=C2)C)C2=NC=CC=N2 (3-fluoro-2-(pyrimidin-2-yl)phenyl)((1S,4R,6R)-6-((5-methylpyridin-2-yl)oxy)-2-azabicyclo[2.2.1]heptan-2-yl)methanone